4-(2-amino-5-carbamoyl-7-(2-hydroxyethoxy)-1H-benzo[d]imidazol-1-yl)but-2-en NC1=NC2=C(N1CC=CC)C(=CC(=C2)C(N)=O)OCCO